6-(8-(pyrazolo[1,5-a]pyridin-7-ylsulfonyl)-8-azaspiro[4.5]decan-2-yl)-2-oxa-6-azaspiro[3.3]heptane N1=CC=C2N1C(=CC=C2)S(=O)(=O)N2CCC1(CCC(C1)N1CC3(COC3)C1)CC2